(8-hydroxyquinoline) iridium (III) [Ir+3].OC=1C=CC=C2C=CC=NC12